5-Chloro-2-(3-fluorophenyl)[1,2,4]triazolo[1,5-c]quinazoline ClC1=NC=2C=CC=CC2C=2N1N=C(N2)C2=CC(=CC=C2)F